N(C(=O)N)C(C(=O)O)CC(=O)O Ureidosuccinic acid